(4-morpholinyl)-16beta-(1-pyrrolinyl)-17beta-acetoxyl-3alpha-hydroxy-5alpha-androstane N1(CCOCC1)C[C@@]12[C@H]([C@H](C[C@H]1[C@@H]1CC[C@H]3C[C@@H](CC[C@]3(C)[C@H]1CC2)O)C2=NCCC2)OC(=O)C